furo[2,3-f]isoindole O1C=CC=2C1=CC1=CNC=C1C2